COC[N+]1(CCCC1)C 1-(1-methoxymethyl)-1-methylpyrrolidinium